BrC1=C(C=C(C=C1)CO)CCO 2-[2-bromo-5-(hydroxymethyl)phenyl]ethanol